N,N,N',N'-tetraglycidyl-4,4'-bis(3-aminophenoxy)benzophenone C(C1CO1)N(C=1C=C(OC2=CC=C(C(=O)C3=CC=C(C=C3)OC3=CC(=CC=C3)N(CC3CO3)CC3CO3)C=C2)C=CC1)CC1CO1